pent-4-en-1-ol C(CCC=C)O